3-O-methylascorbic acid COC1=C(C(=O)OC1[C@H](CO)O)O